6-(4-bromo-1-(4-(tert-butyl)benzyl)-1H-indole-7-carboxamido)spiro[3.3]heptane BrC1=C2C=CN(C2=C(C=C1)C(=O)NC1CC2(CCC2)C1)CC1=CC=C(C=C1)C(C)(C)C